COC(=O)[C@@H]1N(CC[C@H](C1)C)C(C(CCCNC=NN)NS(=O)(=O)C=1C=CC=C2CC(CNC12)C)=O (2R,4R)-1-[5-[(aminoiminomethyl)amino]-1-oxo-2-[[(1,2,3,4-tetrahydro-3-methyl-8-quinolyl)sulfonyl]amino]amyl]-4-methyl-2-piperidinecarboxylic acid methyl ester